FC1(CCC(CC1)[C@@H](C(=O)NC1=NC=CC(=C1)[C@@H](COC)N1C(N[C@@H](C1)C(F)(F)F)=O)NC(=O)C1=NON=C1CC)F N-((S)-1-(4,4-Difluorocyclohexyl)-2-((4-((S)-2-methoxy-1-((S)-2-oxo-4-(trifluoromethyl)imidazolidin-1-yl)ethyl)pyridin-2-yl)amino)-2-oxoethyl)-4-ethyl-1,2,5-oxadiazole-3-carboxamide